ClC1=C(C=C(C=C1)F)C1(NC(C2=C3C(=CC(=C12)C1=C(C(=O)N)C=C(C=C1C(F)(F)F)F)N(C(=N3)C)CC(F)F)=O)O [6-(2-chloro-5-fluorophenyl)-3-(2,2-difluoroethyl)-6-hydroxy-2-methyl-8-oxo-7,8-dihydro-6H-imidazo[5,4-e]isoindol-5-yl]-5-fluoro-3-(trifluoromethyl)benzamide